BrC1=CC2=C(C=N1)COC2(C)C 6-bromo-1,1-dimethyl-1,3-dihydrofuro[3,4-c]pyridine